CC1(OB(OC1(C)C)C=1N(C2=CC=CC=C2C1)C(=O)OC(C)(C)C)C tert-butyl 2-(4,4,5,5-tetramethyl-1,3,2-dioxaborolan-2-yl)-1H-indole-1-carboxylate